pyridazine-6-carbohydrazide N1=NC=CC=C1C(=O)NN